[C@H]12[C@@H](C[C@H](CC1)C2)CC(=O)NN2C(C1=CC=CC=C1C(=N2)C2=CC=C(C=C2)F)=O 2-[(1S,2S,4R)-bicyclo[2.2.1]hept-2-yl]-N-[4-(4-fluorophenyl)-1-oxophthalazin-2(1H)-yl]acetamide